tert-butyl (1S,2S,3R,5R)-3-((5-(4-chloro-2-(methoxymethoxy)phenyl)-1,3,4-thiadiazol-2-yl)(methyl)amino)-2-fluoro-8-azabicyclo[3.2.1]octane-8-carboxylate ClC1=CC(=C(C=C1)C1=NN=C(S1)N([C@H]1[C@H]([C@@H]2CC[C@H](C1)N2C(=O)OC(C)(C)C)F)C)OCOC